3-ethoxy-2-methylpropanamide C(C)OCC(C(=O)N)C